1-(1-(2-methoxy-4-nitrophenyl)piperidin-4-yl)-4-methylpiperazine COC1=C(C=CC(=C1)[N+](=O)[O-])N1CCC(CC1)N1CCN(CC1)C